5-[(1R)-1-(3,5-dimethylpyridazin-4-yl)ethoxy]-3-(6-fluoro-3-pyridyl)-6-methoxy-1-tetrahydropyran-2-yl-indazole CC=1N=NC=C(C1[C@@H](C)OC=1C=C2C(=NN(C2=CC1OC)C1OCCCC1)C=1C=NC(=CC1)F)C